2-[[5-(4-Chloro-2-nitrophenyl)-2-furanyl]methylene]-2,3-dihydro-1H-inden-1-one ClC1=CC(=C(C=C1)C1=CC=C(O1)C=C1C(C2=CC=CC=C2C1)=O)[N+](=O)[O-]